2-fluoro-6-methoxy-3-(prop-1-en-2-yl)pyridine FC1=NC(=CC=C1C(=C)C)OC